methyl 2,8-bis(cyclohexylmethyl)-2,8-diazaspiro[4.5]decane-4-carboxylate C1(CCCCC1)CN1CC2(C(C1)C(=O)OC)CCN(CC2)CC2CCCCC2